C(C)C(C(=O)O)(CCCCCCCCCCCCCC)CCCCCC.C(CCCCCCCCCCCCCCC)(=O)OC(CCCCC)CC ethylhexyl Palmitate (Ethylhexyl Palmitate)